(R)-N-((5-chloro-6-(trifluoromethyl)pyridin-3-yl)(5-fluoro-6-(trifluoromethyl)pyridin-2-yl)methyl)-2-methylpropane-2-sulfinamide ClC=1C=C(C=NC1C(F)(F)F)C(N[S@](=O)C(C)(C)C)C1=NC(=C(C=C1)F)C(F)(F)F